Cl[C@@H](C(=O)OCC)C Ethyl (R)-2-chloropropionate